BrC1=C(C=C(C=C1)C1(OC(CC(C1)C(=O)O)C)C)COC1CCCC1 (4-bromo-3-((cyclopentyloxy)methyl)phenyl)-2,6-dimethyltetrahydro-2H-pyran-4-carboxylic acid